ClC=1C=C(C=CC1)NC=1C2=C(N=CN1)C(=NC=N2)NN=CC2=CC(=C(C=C2)OC)OC N-(3-chlorophenyl)-8-(2-(3,4-dimethoxybenzylidene)hydrazineyl)pyrimido[5,4-d]pyrimidin-4-amine